CC1=CC=C(C=C1)OCCC1=CC=C(C=C1)C 1-methyl-4-(4-methylphenethoxy)benzene